p-chlorobenzenesulfonic acid ethyl ester C(C)OS(=O)(=O)C1=CC=C(C=C1)Cl